tert-butyl-(3-methyl-3-pentyl)phosphine chloride [Cl-].C(C)(C)(C)PC(CC)(CC)C